(2-butylidenetetrahydro-1H-pyrrolizin-7a(5H)-yl)methanol Phosphorodiamidate P(=O)(N)(N)OCC12CCCN2CC(C1)=CCCC